beta-ethylbenzene CCC1=CC=CC=C1